(S)-N-((3,3-difluorocyclobutyl)methylene)-2-methylpropane-2-sulfinamide FC1(CC(C1)C=N[S@@](=O)C(C)(C)C)F